ClC1=C(C=C(C=C1)I)C 1-chloro-4-iodo-2-methyl-benzene